4-[5-(aminomethyl)pyrimidin-2-yl]-3-[2-methyl-5-(trifluoromethyl)pyrazol-3-yl]oxybenzonitrile NCC=1C=NC(=NC1)C1=C(C=C(C#N)C=C1)OC=1N(N=C(C1)C(F)(F)F)C